N1=CN=CC(=C1)C=1C=CC=2N(C1)C(=CN2)C2=NC(=NC=C2)N 4-(6-(pyrimidin-5-yl)imidazo[1,2-a]pyridin-3-yl)pyrimidin-2-amine